C1(CC1)C1CCN(CC1)S(=O)(=O)N[C@@H](C(C)C1=C(C(=CC=C1F)C)C)C=1OC(NN1)=O 4-cyclopropyl-N-((1S)-2-(6-fluoro-2,3-dimethylphenyl)-1-(5-oxo-4,5-dihydro-1,3,4-oxadiazol-2-yl)propyl)piperidine-1-sulfonamide